5-fluoro-N-(5-fluoro-1H-indol-3-yl)-1-methyl-6-[[methyl-(2,2,2-trifluoroethyl)amino]methyl]indole-3-carboxamide FC=1C=C2C(=CN(C2=CC1CN(CC(F)(F)F)C)C)C(=O)NC1=CNC2=CC=C(C=C12)F